1-[(5-carbamoyl-3-pyridyl)methyl]-N-[4-[(4-methylpiperazin-1-yl)methyl]-3-(trifluoromethyl)phenyl]indoline-6-carboxamide C(N)(=O)C=1C=C(C=NC1)CN1CCC2=CC=C(C=C12)C(=O)NC1=CC(=C(C=C1)CN1CCN(CC1)C)C(F)(F)F